5'-chloro-7'-oxo-N-[2-(pyrrolidin-1-yl)ethyl]-7',8'-dihydro-6'H-spiro[cyclohexane-1,9'-furo[2,3-f]quinazoline]-2'-carboxamide ClC=1C=C2C(=C3C4(NC(NC13)=O)CCCCC4)OC(=C2)C(=O)NCCN2CCCC2